FC(S(=O)(=O)O)(F)F.CC=1NC2=C(N1)C=CC=C2 methylbenzimidazole trifluoromethanesulfonate